2,4-dibromo-1-methyl-1H-imidazole-5-carboxylic acid BrC=1N(C(=C(N1)Br)C(=O)O)C